CN1N=C2N(C=CC(=C2)N2C3=C(OCC2)C=C(C=N3)C3=NN=C2N3CCCCC2)C1=O 2-methyl-7-(7-{5H,6H,7H,8H,9H-[1,2,4]triazolo[4,3-a]azepin-3-yl}-2H,3H-pyrido[3,2-b][1,4]oxazin-4-yl)-[1,2,4]triazolo[4,3-a]pyridin-3-one